C(#N)C1=CC(=C(COC2=CC=CC(=N2)C2=CC(=C(CC3=NC4=C(N3CCOC)C=C(C=C4)C(=O)O)C=C2)NC(=O)OC)C=C1)F 2-(4-(6-((4-Cyano-2-fluorobenzyl)oxy)pyridin-2-yl)-2-((methoxycarbonyl)amino)benzyl)-1-(2-methoxyethyl)-1H-benzo[d]imidazole-6-carboxylic acid